tert-butyl (2S,5R)-5-methyl-4-(1-methylcyclopropanecarbonyl)-2-[4-(4-methylpiperazin-1-yl)phenyl]piperazine-1-carboxylate C[C@H]1N(C[C@@H](N(C1)C(=O)OC(C)(C)C)C1=CC=C(C=C1)N1CCN(CC1)C)C(=O)C1(CC1)C